C1(=CC=C(C=C1)N1N=NC=C1)C 1-4-tolyl-1H-1,2,3-triazole